O-phenyl-hydroxylamine chloride [Cl-].C1(=CC=CC=C1)ON